C(C)(C)C1=NN(C(C=2N1N=C(C2)C=C)=O)CC(=O)OCC ethyl 2-(7-isopropyl-4-oxo-2-vinylpyrazolo[1,5-d][1,2,4]triazin-5(4H)-yl)acetate